tert-Butyl 6,7,10,11-tetrahydro-5H-pyrido[4',3':3,4]pyrazolo[1,5-a][1,2,4]-triazolo[3,4-c][1,4]diazepine-12(13H)-carboxylate N=1N=CN2C1C=1N(CCC2)N=C2C1CN(CC2)C(=O)OC(C)(C)C